2-ethyl-1,4,5,8-naphthalenetetracarboxylic acid C(C)C1=C(C=2C(=CC=C(C2C(=C1)C(=O)O)C(=O)O)C(=O)O)C(=O)O